5-amino-4-(3-methoxy-2-methylphenyl)-1-methyl-pyrazolo[3,4-b]pyridine-6-carboxamide NC=1C(=C2C(=NC1C(=O)N)N(N=C2)C)C2=C(C(=CC=C2)OC)C